ClCCC[Si](OCC)(OCC)OCC gamma-chloropropyl-triethoxysilane